P(=O)(OCC(COP(=O)(OC(CCl)C)OC(CCl)C)(CCl)CCl)(OC(CCl)C)OC(CCl)C 2,2-bis(chloromethyl)propane-1,3-diyl tetrakis(1-chloropropan-2-yl) bis(phosphate)